1,1-dimethyl-1-sila-2-oxacyclohexane C[Si]1(OCCCC1)C